tri(2,3-dimethyl-1-hexyl) citrate C(CC(O)(C(=O)OCC(C(CCC)C)C)CC(=O)OCC(C(CCC)C)C)(=O)OCC(C(CCC)C)C